beta-chloropropionate ClCCC(=O)[O-]